FC=1C=C(C=C(C1)F)[C@@H]1CC=NN1C(=O)N1CCN(CC1)C1=NC=C(C(=N1)C=1N=NN(C1C)CC(=O)N)F (S)-2-(4-(2-(4-(5-(3,5-difluorophenyl)-4,5-dihydro-1H-pyrazole-1-carbonyl)piperazin-1-yl)-5-fluoropyrimidin-4-yl)-5-methyl-1H-1,2,3-triazol-1-yl)acetamide